(R)-5-(2-(((1-methylcyclopropyl)methyl)amino)-7H-pyrrolo[2,3-d]pyrimidin-5-yl)-N-(1,1,1-trifluoropropan-2-yl)pyrazolo[1,5-a]pyridine-3-carboxamide CC1(CC1)CNC=1N=CC2=C(N1)NC=C2C2=CC=1N(C=C2)N=CC1C(=O)N[C@@H](C(F)(F)F)C